FC1=C(C=CC(=C1)F)B(O)O (2,4-difluorophenyl)boronic acid